trimethylpentene CCCC(=C(C)C)C